2-(chloromethyl)imidazo[1,2-c]pyrimidin-5-ol ClCC=1N=C2N(C(=NC=C2)O)C1